C1N(CC12CNCCC2)CC2=CC=C(C=C2)N2C(=NC=1C2=NC(=CC1)C1=CC=CC=C1)C=1C(=NC=CC1)N 3-(3-(4-((2,6-Diazaspiro[3.5]nonan-2-yl)methyl)phenyl)-5-phenyl-3H-imidazo[4,5-b]pyridin-2-yl)pyridin-2-amine